C(CC)(=O)OCOC1CC(C1)NC(=O)OC(C)(C)C [3-(tert-Butoxycarbonylamino) cyclobutoxy]Methyl propionate